dimethyl-(2-phenylphenyl)silane C[SiH](C1=C(C=CC=C1)C1=CC=CC=C1)C